N-((5,6-dichloro-1H-benzo[d]imidazol-2-yl)methyl)-8-(1-(difluoromethyl)-1H-pyrazol-4-yl)-2-(4,4-difluoropiperidin-1-yl)pyrazolo[1,5-a][1,3,5]triazin-4-amine ClC1=CC2=C(NC(=N2)CNC2=NC(=NC=3N2N=CC3C=3C=NN(C3)C(F)F)N3CCC(CC3)(F)F)C=C1Cl